C(CCCCCCCCC)C1(CC1)C(=O)O decylcyclopropanecarboxylic acid